1,4,8,11-tetraazacyclododecane-1,4,8,11-tetra-acetic acid N1(CCN(CCCN(CCN(C1)CC(=O)O)CC(=O)O)CC(=O)O)CC(=O)O